tert-butyl 8-(6-(chloromethyl)-2-(pyridin-4-yl) pyrido[3,4-d]pyrimidin-4-yl)-2,8-diazaspiro[4.5]decane-2-carboxylate ClCC1=CC2=C(N=C(N=C2N2CCC3(CCN(C3)C(=O)OC(C)(C)C)CC2)C2=CC=NC=C2)C=N1